2-(1-isopropyl-5-(isoquinolin-5-yl)-1H-indol-3-yl)-N-(4-methoxybenzyl)acetamide C(C)(C)N1C=C(C2=CC(=CC=C12)C1=C2C=CN=CC2=CC=C1)CC(=O)NCC1=CC=C(C=C1)OC